FC(C(=O)[O-])(F)F.C(C)(C)(C)OC(=O)NC[C@@H](CN1[N+](=CC=C1)CC1CN(C1)C(=O)OC(C)(C)C)O 1-((S)-3-((tert-butoxycarbonyl)amino)-2-hydroxypropyl)-2-((1-(tert-butoxycarbonyl)azetidin-3-yl)methyl)-1H-pyrazol-2-ium trifluoroacetate